C(C)(C)(C)OC(N(O)[C@@H](CCO)C1=CC(=CC(=C1)F)C#N)=O N-[(1S)-1-(3-cyano-5-fluoro-phenyl)-3-hydroxy-propyl]-N-hydroxy-carbamic acid tert-butyl ester